CC1CN(C(CO1)C)Cl 2,5-dimethylmorpholin-4-yl chloride